2,2'-azino-bis[3-ethylbenzothiazoline] N(N=C1SC2=C(N1CC)C=CC=C2)=C2SC1=C(N2CC)C=CC=C1